ClC=1C(=C(C(=C(C1)C(C)Cl)OCC)C1CC(NC1)=O)F 4-[3-chloro-5-(1-chloroethyl)-6-ethoxy-2-fluorophenyl]pyrrolidin-2-one